methyl 4-bromo-2-methoxy-6-methylbenzoate BrC1=CC(=C(C(=O)OC)C(=C1)C)OC